(2-oxopent-3-enyl)carbamic acid tert-butyl ester C(C)(C)(C)OC(NCC(C=CC)=O)=O